4-bromo-N-methyl-N-(trifluoromethyl)aniline BrC1=CC=C(N(C(F)(F)F)C)C=C1